C12OCC(NC1)CO2 2,7-dioxa-5-azabicyclo[2.2.2]Octane